bis(1-oxyl-2,2,6,6-tetramethylpiperidine-4-yl)-hexahydroterephthalate ON1C(CC(CC1(C)C)OC(C1CCC(C(=O)OC2CC(N(C(C2)(C)C)O)(C)C)CC1)=O)(C)C